BrC1=CC2=C(N=C(N=C2N[C@H](C)C=2C(=C(C=CC2)C(C(C)O)(F)F)F)C)C=N1 1-(3-{(1R)-1-[(6-bromo-2-methylpyrido[3,4-d]pyrimidin-4-yl)amino]ethyl}-2-fluorophenyl)-1,1-difluoropropan-2-ol